CC1(OB(OC1(C)C)C=1C=CC=C2CC(NC12)=O)C 7-(4,4,5,5-tetramethyl-1,3,2-dioxaborolan-2-yl)-1,3-dihydroindol-2-one